5-[1-hydroxy-2-(3-methoxyphenylamino)ethyl]-1,3,4-oxadiazol-2(3H)-one OC(CNC1=CC(=CC=C1)OC)C1=NNC(O1)=O